C1CN=C(NC(=N1)N)N 1,5-ethylenebiguanide